CC(CC(=O)N1CCCCC12C(C2)CNC(=O)C2=CC=1C=NC=CC1N2)(C)C N-[[8-(3,3-dimethylbutanoyl)-8-azaspiro[2.5]octan-2-yl]methyl]-1H-pyrrolo[3,2-c]pyridine-2-carboxamide